N-(5-((2-(1-oxa-7-azaspiro[3.5]nonan-7-yl)ethyl)carbamoyl)-2-methylpyridin-3-yl)-2-(1,3-dimethyl-1H-pyrazol-4-yl)pyrazolo[5,1-b]thiazole-7-carboxamide O1CCC12CCN(CC2)CCNC(=O)C=2C=C(C(=NC2)C)NC(=O)C=2C=NN1C2SC(=C1)C=1C(=NN(C1)C)C